C(=O)(O)C1=C(C=CC(=C1)CN1C(=NC2=C1C=C(C=C2C)C(=O)O)CCC)C2=CC=CC=C2 1-((2-carboxy-[1,1-biphenyl]-4-yl)methyl)-4-methyl-2-propyl-1H-benzo[d]imidazole-6-carboxylic acid